S1C(=CC=C1)C1(SCCCS1)C=CC=1NC=CC1 2-(2-(2-(Thiophen-2-yl)-1,3-dithian-2-yl)vinyl)-1H-pyrrole